[Na+].CC(CC(C)(C)C)(C)C=1C(=CC(=C(C(=O)[O-])C1)C)O 5-(1,1-dimethyl-3,3-dimethylbutyl)-4-hydroxy-2-methylbenzoic acid, sodium salt